4-cyclopropyl-7-(4-cyclopropyl-1H-imidazol-1-yl)-2-(6-(4-isopropyl-4H-1,2,4-triazol-3-yl)pyridin-2-yl)isoquinolin-1(2H)-one C1(CC1)C1=CN(C(C2=CC(=CC=C12)N1C=NC(=C1)C1CC1)=O)C1=NC(=CC=C1)C1=NN=CN1C(C)C